COC(C1=C(C=C(C=C1)C1=CN=C2C(=N1)N(C=N2)C(C)C=2C(=C1C=C(C=NC1=CC2F)C=2C=NN(C2)C)F)F)=O 4-(1-(1-(5,7-difluoro-3-(1-methyl-1H-pyrazol-4-yl)quinolin-6-yl)ethyl)-1H-imidazo[4,5-b]pyrazin-6-yl)-2-fluorobenzoic acid methyl ester